COC(C1=CN=CC(=C1)COC=1C=NC(=CC1C1OCCO1)OC)=O.C(C)N(CC)C=CC1=CC=CC=C1 N,N-diethylaminostyrene methyl-5-(((4-(1,3-dioxolan-2-yl)-6-methoxypyridin-3-yl)oxy)methyl)nicotinate